Ethyl (1R,8S,9S,E)-5-acetoxybicyclo[6.1.0]Non-3-Ene-9-carboxylate C(C)(=O)OC1/C=C/C[C@H]2[C@H]([C@H]2CC1)C(=O)OCC